3,4-dichloro-2-fluorobromobenzene C1=CC(=C(C(=C1Cl)Cl)F)Br